triethyleneglycol-bis[3-(3-tert-butyl-5-methyl-4-hydroxyphenyl) propionate] C(C)(C)(C)C=1C=C(C=C(C1O)C)CCC(=O)OCCOCCOCCOC(CCC1=CC(=C(C(=C1)C)O)C(C)(C)C)=O